FC(OC1=CC=C(C=C1)[Mg]Br)(F)F 4-(trifluoromethoxy)phenyl-magnesium bromide